calcium bis(2-ethylhexyl) succinate C(CCC(=O)OCC(CCCC)CC)(=O)OCC(CCCC)CC.[Ca]